5-hydroxy-N-methoxy-4-(5-methoxy-1H-indol-2-yl)-2-carbonyl-5-pentyl-2,5-dihydrofuran-3-carboxamide OC1(C(=C(C(O1)=C=O)C(=O)NOC)C=1NC2=CC=C(C=C2C1)OC)CCCCC